ClC=1C(=NC(=NC1)NC=1C(=CC(=C(C1)NC(C1=CC=C(C=C1)C)=O)N1CCC(CC1)N1CCN(CC1)C)OC)NC1=C(C=CC=C1)P(=O)(C)C N-(5-((5-chloro-4-((2-(dimethylphosphoryl)phenyl)amino)pyrimidin-2-yl)amino)-4-methoxy-2-(4-(4-methylpiperazin-1-yl)piperidin-1-yl)phenyl)-4-methylbenzamide